(4-(((((1R,4R)-4-((2-Methoxybenzamido)methyl)-4-(thiophen-2-yl)cyclohexyl)oxy)carbonyl)amino)butyl)triphenylphosphonium iodide [I-].COC1=C(C(=O)NCC2(CCC(CC2)OC(=O)NCCCC[P+](C2=CC=CC=C2)(C2=CC=CC=C2)C2=CC=CC=C2)C=2SC=CC2)C=CC=C1